NC=1C(=NC(=C(N1)F)Br)C=1C=C2C(=C(NC(C2=CC1)=O)C)F 6-(3-amino-6-bromo-5-fluoropyrazin-2-yl)-4-fluoro-3-methylisoquinolin-1(2H)-one